4-[(3-{8-bromo-3-[(trifluoromethyl)sulfanyl]indolizin-2-yl}prop-2-yn-1-yl)amino]-3-(difluoromethyl)-N-methylbenzamide BrC1=CC=CN2C(=C(C=C12)C#CCNC1=C(C=C(C(=O)NC)C=C1)C(F)F)SC(F)(F)F